C1(=CC=CC=C1)[C@@H]1N(CCC2=CC=CC=C12)C=1OC2(CN1)CNCC2 2-((S)-1-phenyl-3,4-dihydroisoquinolin-2(1H)-yl)-1-oxa-3,7-diazaspiro[4.4]non-2-ene